(S)-4-(1-(cyclopropylmethyl)-1H-pyrazol-4-yl)-N2-[1-(4-fluorophenyl)ethyl]-N6-(pyrazine-2-yl)pyridine-2,6-diamine C1(CC1)CN1N=CC(=C1)C1=CC(=NC(=C1)NC1=NC=CN=C1)N[C@@H](C)C1=CC=C(C=C1)F